C(CC)S(=O)(=O)O\N=C\1/SC=C/C1=C(/C#N)\C1=C(C=CC=C1)C (Z)-2-((Z)-2-(((Propylsulfonyl)-oxy)imino)thiophen-3(2H)-ylidene)-2-(o-tolyl)acetonitrile